5-methoxy-1-[[4-[5-(trifluoromethyl)-1,2,4-oxadiazol-3-yl]phenyl]methyl]-1,2,4-triazol-3-amine COC1=NC(=NN1CC1=CC=C(C=C1)C1=NOC(=N1)C(F)(F)F)N